ClC=1C=2C(N=C3N(C2C=CC1)C1=CC(=CC=C1C3(C)C)N3CCN(CC3)CC=3C=C(C(=NC3)N3CCN(CC3)C3=CC(=C(C(=C3)F)C3C(NC(CC3)=O)=O)F)F)=O 3-(4-(4-(5-((4-(4-chloro-7,7-dimethyl-5-oxo-5,7-dihydroindolo[1,2-a]quinazolin-10-yl)piperazin-1-yl)methyl)-3-fluoropyridin-2-yl)piperazin-1-yl)-2,6-difluorophenyl)piperidine-2,6-dione